tert-butyl 4-amino-6-(2,4-dioxotetrahydropyrimidin-1(2H)-yl)-1H-indole-1-carboxylate NC1=C2C=CN(C2=CC(=C1)N1C(NC(CC1)=O)=O)C(=O)OC(C)(C)C